FC1=C(C=C(C=C1)C1N(CCC1)C(C)=O)B1OC(C(O1)(C)C)(C)C 1-(2-(4-fluoro-3-(4,4,5,5-tetramethyl-1,3,2-dioxaborolan-2-yl)phenyl)pyrrolidin-1-yl)ethan-1-one